C(C)(C)(C)OC(=O)N1CCN(CC1)C1CCN(CC1)C1=C(C=C(C(=C1)OC)N)C(=O)OC 4-(1-(4-Amino-5-methoxy-2-(methoxycarbonyl)phenyl)piperidin-4-yl)piperazine-1-carboxylic acid tert-butyl ester